COC1=C2C(=NC=C1)C(N(C2)CC2=CC=C(C=C2)OC)=O 4-methoxy-6-(4-methoxybenzyl)-5,6-dihydro-7H-pyrrolo[3,4-b]pyridin-7-one